tert-Butyl 4-[1-[4-[3-[(4-bromo-2-pyridyl)oxy]cyclobutoxy]-1-piperidyl]cyclopropyl]piperidine-1-carboxylate BrC1=CC(=NC=C1)OC1CC(C1)OC1CCN(CC1)C1(CC1)C1CCN(CC1)C(=O)OC(C)(C)C